O=C(CCOCCNC(OC(C)(C)C)=O)N(CCNC(C1=CC=CC=C1)(C1=CC=CC=C1)C1=CC=CC=C1)CCNC(C(F)(F)F)=O tert-butyl (2-(3-oxo-3-((2-(2,2,2-trifluoroacetamido)ethyl)(2-(tritylamino)ethyl)amino)propoxy)ethyl)carbamate